(1-(2-cyclopropyl-5-ethoxybenzyl)piperidin-4-yl)methoxybenzoic acid, trifluoroacetate salt FC(C(=O)O)(F)F.C1(CC1)C1=C(CN2CCC(CC2)COC2=C(C(=O)O)C=CC=C2)C=C(C=C1)OCC